1-isopropyl-3-(naphthalen-1-ylmethyl)-1H-pyrazolo[3,4-d]pyrimidin-4-amine C(C)(C)N1N=C(C=2C1=NC=NC2N)CC2=CC=CC1=CC=CC=C21